C(OCC(CN1C(=NC=2C(=NC=3C=CC=CC3C21)N)CCCC)(C)C)(OCCSSC2=NC=CC=C2)=O 3-(4-amino-2-butyl-1H-imidazo[4,5-c]quinolin-1-yl)-2,2-dimethylpropyl (2-(pyridin-2-yldisulfaneyl)ethyl) carbonate